tert-Butoxycarbonyl-1,2,4-triazole C(C)(C)(C)OC(=O)C1=NNC=N1